(1R,3R)-5-(2-((1R,3aS,7aR,E)-1-((S)-1-((S)-3-(difluoromethyl)pyrrolidin-1-yl)propan-2-yl)-7a-methyloctahydro-4H-inden-4-ylidene)ethylidene)cyclohexane-1,3-diol FC([C@@H]1CN(CC1)C[C@@H](C)[C@H]1CC[C@H]2\C(\CCC[C@]12C)=C\C=C1C[C@H](C[C@@H](C1)O)O)F